C(C1=CC=CC=C1)OCC(CC(C(=O)OCC)=O)=O ethyl 5-(benzyloxy)-2,4-dioxovalerate